ClC1=C(C(=NC(=C1C(=O)O)N1CCSCC1)Cl)Cl 4,5,6-trichloro-2-thiomorpholinonicotinic acid